ClC1=NC(=C2N=CN(C2=N1)C1=CC=C(C=C1)OC)N1N=C(C=C1)C=1C=C(C=CC1)C 2-chloro-9-(4-methoxyphenyl)-6-(3-(m-tolyl)-1H-pyrazol-1-yl)-9H-purine